NC1=C(C(=O)N)C=C(C=C1C)N1CCN(CC1)C 2-amino-3-methyl-5-(4-methylpiperazin-1-yl)benzamide